3-[5-oxo-3-(4-piperazin-1-ylphenyl)-2H-pyrrol-1-yl]piperidine-2,6-dione O=C1C=C(CN1C1C(NC(CC1)=O)=O)C1=CC=C(C=C1)N1CCNCC1